NC1=NC=C(C=C1O[C@H](C)C=1C=C(C=CC1)NC(=O)C=1C=NN(C1)C(C)C)Cl (R)-N-(3-(1-((2-Amino-5-chloropyridin-3-yl)oxy)ethyl)phenyl)-1-isopropyl-1H-pyrazol-4-carboxamid